(1R,2R,3aS,10aR)-2-hydroxy-5-methyl-1-[(1E,4S)-8,8,8-trifluoro-4-hydroxy-4-methyl-1-octen-1-yl]-2,3,3a,9,10,10a-hexahydro-1H-benzo[b]cyclopenta[f]oxepin-6-carboxylic acid O[C@@H]1C[C@H]2[C@H](CCC3=C(O2)C(=C(C=C3)C(=O)O)C)[C@H]1\C=C\C[C@@](CCCC(F)(F)F)(C)O